C(C1=CC=CC=C1)(=O)O[C@@H]1C[C@@H]2OC3=C(C=CC4=C3[C@]2(CCN(C4)C)C=C1)OC (4as,6r,8as)-5,6,9,10,11,12-hexahydro-3-methoxy-11-methyl-4aH-[1]benzofuro[3a,3,2-ef][2]benzoazepin-6-ol benzoate